C(C)(=O)C=1C=CC(=NC1)CCOC1=CC=C(C=C1)CC1C(NC(S1)=O)=O 5-[[4-[2-[5-acetylpyridin-2-yl]ethoxy]phenyl]methyl]-1,3-thiazolidine-2,4-dione